3-((difluoromethyl)sulfonyl)-N-((2-phenyl-1,6-naphthyridin-7-yl)methyl)benzamide FC(S(=O)(=O)C=1C=C(C(=O)NCC2=NC=C3C=CC(=NC3=C2)C2=CC=CC=C2)C=CC1)F